4-methoxyphenyl 3-hydroxy-4,5,6,7-tetrahydroisoxazolo[5,4-c]pyridine-6-carboxylate OC1=NOC=2CN(CCC21)C(=O)OC2=CC=C(C=C2)OC